ClC=1C=C(C=C(C1OC=1C=C2CCN(C(C2=CC1)=O)CC1=CC(=C(C=C1)F)F)Cl)NN 2-(3,5-dichloro-4-((2-(3,4-difluorobenzyl)-1-oxo-1,2,3,4-Tetrahydroisoquinolin-6-yl)oxy)phenyl)hydrazine